FC(C1=NN=C(O1)C1=CN=C(S1)CC(C)S(=O)(=O)NC=1C=NC=C(C1)C(F)F)F ((5-(5-(difluoromethyl)-1,3,4-oxadiazol-2-yl)thiazol-2-yl)methyl)-N-(5-(difluoromethyl)pyridin-3-yl)ethanesulfonamide